C(C)OC(=O)C=1C(=C2C(=NC1)SC=C2)NC(C)C 4-(isopropylamino)thieno[2,3-b]Pyridine-5-carboxylic acid ethyl ester